The molecule is a carboxylic ester that is the methyl ester of cis-heme d hydroxychlorin gamma-spirolactone. It is a gamma-lactone, an azaspiro compound, a ferroheme, a metallochlorin, an oxaspiro compound and a methyl ester. It derives from a cis-heme d hydroxychlorin gamma-spirolactone and a methanol. CC1=C(C2=CC3=NC(=CC4=C(C(=C([N-]4)C=C5C(=C(C(=N5)C=C1[N-]2)C)C=C)C)C=C)[C@]([C@@]36CCC(=O)O6)(C)O)CCC(=O)OC.[Fe]